Cl.FC(N1N=CC(=C1)C1=C(N=C2C(=CC=NC2=C1)OC1=C(C=C(C=C1)NC(=O)C1=CN(C(=C(C1=O)C1=CC=C(C=C1)F)C)C(C)C)F)C)F N-[4-[[7-[1-(Difluoromethyl)pyrazol-4-yl]-6-methyl-1,5-naphthyridin-4-yl]oxy]-3-fluorophenyl]-5-(4-fluorophenyl)-6-methyl-4-oxo-1-propan-2-ylpyridine-3-carboxamide hydrochloride